FC=1C=C(C(=O)NC2=CC(CCC2)=O)C=C(C1OC)F 3,5-difluoro-4-methoxy-N-(3-oxocyclohexen-1-yl)benzamide